2-[(7S)-3,7-Dimethyl-4,5,6,7-tetrahydroindazol-2-yl]-1-[(2S)-2-(o-tolyl)pyrrolidin-1-yl]ethanone CC=1N(N=C2[C@H](CCCC12)C)CC(=O)N1[C@@H](CCC1)C1=C(C=CC=C1)C